BrC=1C=C(CN2[C@H](CCC2)C(=O)O)C=CC1 (3-bromobenzyl)-D-proline